tert-butyl(((1r,4r)-4-(2-(1H-imidazol-1-yl)-6-methyl-pyrimidine-4-carboxamido)cyclohexyl)methyl)carbamate C(C)(C)(C)OC(NCC1CCC(CC1)NC(=O)C1=NC(=NC(=C1)C)N1C=NC=C1)=O